ethanol-d1 C(C)O[2H]